((S)-1,2-dimethoxyethyl)quinoline-4-carboxamide CO[C@H](COC)C1=NC2=CC=CC=C2C(=C1)C(=O)N